FC1=C2C=CN(C2=CC(=C1)O)C C4-fluoro-1-methyl-1H-indol-6-ol